1-(2-(Dimethylamino)ethyl) 4-(5-((2-hexyldecanoyl)oxy) pentyl) 2-((6-((2-hexyldecanoyl)oxy)hexanoyl)oxy)succinate C(CCCCC)C(C(=O)OCCCCCC(=O)OC(C(=O)OCCN(C)C)CC(=O)OCCCCCOC(C(CCCCCCCC)CCCCCC)=O)CCCCCCCC